hexyl 2-(4'-diethylamino-2'-hydroxybenzoyl)benzoate C(C)N(C1=CC(=C(C(=O)C2=C(C(=O)OCCCCCC)C=CC=C2)C=C1)O)CC